2,4-bis[2-hydroxy-4-butoxyphenyl]-6-(2,4-dimethylphenyl)-1,3,5-triazine OC1=C(C=CC(=C1)OCCCC)C1=NC(=NC(=N1)C1=C(C=C(C=C1)OCCCC)O)C1=C(C=C(C=C1)C)C